[N-]=C=O.FC=1C=CC=CC1F 3,4-difluorobenzene isocyanate